C(C)(CC)OC1=CC(=C(C(=O)OC)C=C1)[N+](=O)[O-] methyl 4-(sec-butoxy)-2-nitrobenzoate